N1(C=NC=C1)C=1C=CC(=C(C1)O)C1=NC=C(N=C1)C(=C)C1CCNCC1 5-(1H-imidazol-1-yl)-2-(5-(1-(piperidin-4-yl)vinyl)pyrazin-2-yl)phenol